1-(5-(3,5-di-tert-butylphenyl)-1H-pyrrol-2-yl)-N,N-dimethylmethylamine C(C)(C)(C)C=1C=C(C=C(C1)C(C)(C)C)C1=CC=C(N1)CN(C)C